P(=O)(OCN1N=CC(=C1)C=1SC=C(N1)C(NC=1C(=NN(C1)C1CCC(CC1)OCC)C1=NC(=CC=C1F)F)=O)(O)O (4-(4-((3-(3,6-difluoropyridin-2-yl)-1-((1r,4r)-4-ethoxycyclohexyl)-1H-pyrazol-4-yl)carbamoyl)thiazol-2-yl)-1H-pyrazol-1-yl)methyl dihydrogen phosphate